1-benzyl-1,4-dihydropyridine-3-carboxamide C(C1=CC=CC=C1)N1C=C(CC=C1)C(=O)N